CN1C(C2=C(C(=C1)C1=C(OC=3C=C(C=CC3)CCCC3CCN(CC3)C(=O)OC(C)(C)C)C=CC(=C1)S(=O)(=O)C)C=CN2)=O tert-butyl 4-[3-[3-[2-(6-methyl-7-oxo-1H-pyrrolo[2,3-c]pyridin-4-yl)-4-methylsulfonyl-phenoxy]phenyl]propyl]piperidine-1-carboxylate